ClC1=CC=C(C=C1)[C@@]1(N(C(C2=CC(=CC(=C12)F)[C@@](CC)(C1CCN(CC1)C)O)=O)CC1=NC=C(C=N1)Cl)OC (3R)-3-(4-chlorophenyl)-2-[(5-chloropyrimidin-2-yl)methyl]-4-fluoro-6-[(1R)-1-hydroxy-1-(1-methylpiperidin-4-yl)propyl]-3-methoxy-2,3-dihydro-1H-isoindol-1-one